(3S,4S)-4-{[5-(2,4-difluoro-phenyl)-[1,3,4]thiadiazole-2-carbonyl]-amino}-piperidine-3-carboxylic acid (1-pyrimidin-2-yl-cyclopropyl)-amide N1=C(N=CC=C1)C1(CC1)NC(=O)[C@H]1CNCC[C@@H]1NC(=O)C=1SC(=NN1)C1=C(C=C(C=C1)F)F